C(C1=C(C=CC=C1)N=C=O)C1=C(C=CC=C1)N=C=O Methylendiphenylendiisocyanat